O=C1N(C(C2=CC=CC=C12)=O)N(C(OC(C)(C)C)=O)C(C)C tert-butyl (1,3-dioxoisoindolin-2-yl)(isopropyl)carbamate